tert-butyl 6-[8-(1,3-benzothiazol-2-ylcarbamoyl)-3,4-dihydro-1H-isoquinolin-2-yl]-3-(4,4,5,5-tetramethyl-1,3,2-dioxaborolan-2-yl)pyridine-2-carboxylate S1C(=NC2=C1C=CC=C2)NC(=O)C=2C=CC=C1CCN(CC21)C2=CC=C(C(=N2)C(=O)OC(C)(C)C)B2OC(C(O2)(C)C)(C)C